N-(3-carbamoyl-4-fluorophenyl)-5-chloro-2-(7-fluorochroman-4-yl)-4-(trifluoromethyl)benzamide C(N)(=O)C=1C=C(C=CC1F)NC(C1=C(C=C(C(=C1)Cl)C(F)(F)F)C1CCOC2=CC(=CC=C12)F)=O